([1,1'-binaphthalene]-2,2'-diylbis{oxy[3-(phenanthren-9-yl)naphthalene-4,1-diyl]})dimethanol C1(=C(C=CC2=CC=CC=C12)OC1=C(C=C(C2=CC=CC=C12)CO)C=1C2=CC=CC=C2C=2C=CC=CC2C1)C1=C(C=CC2=CC=CC=C12)OC1=C(C=C(C2=CC=CC=C12)CO)C=1C2=CC=CC=C2C=2C=CC=CC2C1